C(C)OC(=O)C=1C(NC2=CC=C(C=C2C1O)[N+](=O)[O-])=O 4-hydroxy-6-nitro-2-oxo-1,2-dihydroquinoline-3-carboxylic acid ethyl ester